O1CC(CC1)C=1NC=2C(=NC(=CC2)C(F)(F)F)N1 2-Tetrahydrofuran-3-yl-5-(trifluoromethyl)imidazo[4,5-b]pyridin